CN(CCN1N=C(C2=CC=C(C=C12)C=1C(=NNC1)OC)C(=O)C1CC2=C(OCC1)C=CC(=C2)OC)C (1-(2-(Dimethylamino)ethyl)-6-(3-methoxy-1H-pyrazol-4-yl)-1H-indazol-3-yl)(7-methoxy-2,3,4,5-tetrahydrobenzo[b]oxepin-4-yl)methanone